diethyl-phosphoryl-ethyl-triethoxysilicon C(C)P(=O)(CC)C(C)O[Si](OCC)(OCC)CC